(±)-trans-N-{trans-3-[(6-Methylpyridin-3-yl)oxy]cyclobutyl}-4-phenylpyrrolidine-3-carboxamide dihydrochloride Cl.Cl.CC1=CC=C(C=N1)O[C@@H]1C[C@H](C1)NC(=O)[C@@H]1CNC[C@H]1C1=CC=CC=C1 |r|